C(C)(C)(C)OC(=O)N1C=2N(CC(C1)NC(C=C)=O)N=CC2CC2=CC=C(C=C2)C(F)(F)F 6-acrylamido-3-(4-(trifluoromethyl)benzyl)-6,7-dihydropyrazolo[1,5-a]pyrimidine-4(5H)-carboxylic acid tert-butyl ester